ClC1=C(C=CC=C1NC(=O)C1=NN2C([C@H](CCC2)NCCO)=C1)C1=C(C(=CC=C1)NC(=O)C1=NN2C([C@H](CCC2)NCCO)=C1)Cl (4S,4'S)-N,N'-(2,2'-dichloro-[1,1'-biphenyl]-3,3'-diyl)bis(4-((2-hydroxyethyl)amino)-4,5,6,7-tetrahydropyrazolo[1,5-a]pyridine-2-carboxamide)